(R)-N'-((1,2,3,5,6,7-hexahydrodicyclopenta[b,e]pyridin-8-yl)carbamoyl)-5-(2-hydroxypropan-2-yl)-1-phenyl-1H-pyrazole-3-sulfonimidamide C1CCC2=NC3=C(C(=C21)NC(=O)N=[S@](=O)(N)C2=NN(C(=C2)C(C)(C)O)C2=CC=CC=C2)CCC3